C[C@@H]1N(CC1=O)C(=O)OC(C)(C)C tert-butyl (2S)-2-methyl-3-oxo-azetidine-1-carboxylate